4-(hydroxy-methyl)bicyclo[2.1.1]Hexane-1-Carboxylic acid methyl ester COC(=O)C12CCC(C1)(C2)CO